O1CCN(CC1)C(C=CC)=O 1-morpholinobut-2-en-1-one